C(#N)C=1C=C(C(=O)N)C=C(C1CO)C1=CC2=C(NC(=N2)C)C=C1 3-cyano-4-(hydroxymethyl)-5-(2-methyl-1H-benzimidazol-5-yl)benzamide